4-(cyclopentylamino)-2-((2-methoxy-4-((4-morpholino-piperidin-1-yl)sulfonyl)phenyl)amino)-7H-pyrrolo[2,3-d]pyrimidine-5-carbonitrile C1(CCCC1)NC=1C2=C(N=C(N1)NC1=C(C=C(C=C1)S(=O)(=O)N1CCC(CC1)N1CCOCC1)OC)NC=C2C#N